tert-butyl 4-hydroxy-4-(((1R,5S,6r)-6-(hydroxymethyl)-3-azabicyclo[3.1.0]hexan-3-yl)methyl)piperidine-1-carboxylate OC1(CCN(CC1)C(=O)OC(C)(C)C)CN1C[C@H]2C([C@H]2C1)CO